C(C1=CC=CC=C1)OC=1C(=NC=NC1OCC1=CC=CC=C1)CN1C(OC(C1)C1=CC=C(C=C1)C#CC1=CC=C(C=C1)CN1CCOCC1)=O 3-((5,6-bis(benzyloxy)pyrimidin-4-yl)methyl)-5-(4-((4-(morpholinomethyl)phenyl)ethynyl)phenyl)oxazolidin-2-one